2-(2,3-dimethylbutan-2-yl)malonic acid CC(C)(C(C)C)C(C(=O)O)C(=O)O